N[C@H](C(=O)O)CCC(C)(C)C (S)-2-amino-5,5-dimethylhexanoic acid